C12(CC(C1)C2)C[C@@H](C(=O)O)NC(=O)C2=NOC(=C2)C(F)(F)F (S)-3-(bicyclo[1.1.1]pentan-1-yl)-2-(5-(trifluoromethyl)isoxazole-3-carboxamido)propionic acid